2-(2-((6-(1-aminoisoquinolin-5-yl)indol-1-yl)methyl)phenyl)acetic acid NC1=NC=CC2=C(C=CC=C12)C1=CC=C2C=CN(C2=C1)CC1=C(C=CC=C1)CC(=O)O